3,3-dimethyl-2-(5,6,7,8-tetrakis(4-bromophenyl)-1-isoquinolinyl)isoindol-1-one CC1(N(C(C2=CC=CC=C12)=O)C1=NC=CC2=C(C(=C(C(=C12)C1=CC=C(C=C1)Br)C1=CC=C(C=C1)Br)C1=CC=C(C=C1)Br)C1=CC=C(C=C1)Br)C